ClC1=C(C2=C(NC(O[C@@]23CN(CCC3)C(=O)C3=NC(=NN3)C(O)C3=CC=C(C=C3)F)=O)C=C1)F (3'R)-6-Chloro-5-fluoro-1'-(3-((4-fluorophenyl)(hydroxy)methyl)-1H-1,2,4-triazole-5-carbonyl)spiro[benzo[d][1,3]oxazine-4,3'-piperidin]-2(1H)-one